(R)-2-Ethyl-4-(3-fluoropyridin-4-yl)-N-((R)-1-(3-methoxyphenyl)ethyl)piperazine-1-carboxamide C(C)[C@H]1N(CCN(C1)C1=C(C=NC=C1)F)C(=O)N[C@H](C)C1=CC(=CC=C1)OC